ClC1=CC=C(COC2=NN=C(S2)NC(C2=CC(=NC=C2C2=C(C=CC=C2)OC)F)=O)C=C1 N-(5-((4-chlorobenzyl)oxy)-1,3,4-thiadiazol-2-yl)-2-fluoro-5-(2-methoxyphenyl)-isonicotinamide